CC1=C2C=C3C=CC=CC3=CC2=CC(C1)=O 5-methyl-anthracen-7-one